[B].BrC=1C(=NN2C1CN(CC2)C(=O)C2=CC=C(C=C2)F)C2=CC=C(C=C2)F (3-bromo-2-(4-fluorophenyl)-6,7-dihydropyrazolo[1,5-a]pyrazin-5(4H)-yl)(4-fluorophenyl)methanone boron